COC(=O)C1=NN(C2=C1C=NC(=C2)Cl)C(C)C 6-chloro-1-isopropyl-1H-pyrazolo[4,3-c]Pyridine-3-carboxylic acid methyl ester